BrC1=CC=C2C(N(CNC2=C1)C12CCC(CC1)(C2)C(=O)O)=O 4-(7-bromo-4-oxo-1,2-dihydroquinazolin-3(4H)-yl)bicyclo[2.2.1]heptane-1-carboxylic acid